C(CC)C1CCN(CC1)NC1=CC=CC=C1 (4-propylpiperidin-1-yl)aniline